[N+](=O)([O-])C1=CC=C(C=C1)N1C(=CC=C1)\C=C/1\C(NC(N1)=S)=O (5Z)-5-[[1-(4-nitrophenyl)pyrrol-2-yl]methylidene]-2-sulfanylideneimidazolidin-4-one